OC1CC(C1)CCN1C[C@@H](CCC1)NC1=CC(=C(N=N1)C1=C(C=C(C=C1)C(F)(F)F)O)C (R)-2-(6-((1-(2-(3-Hydroxycyclobutyl)ethyl)piperidin-3-yl)amino)-4-methylpyridazin-3-yl)-5-(trifluoromethyl)phenol